tert-butyl (1-((2R,4R,5R)-4-((tert-butoxycarbonyl)oxy)-3,3-difluoro-5-(hydroxymethyl) tetrahydrofuran-2-yl)-2-oxo-1,2-dihydropyrimidin-4-yl)carbamate Di-tert-butyl-dicarbonate C(C)(C)(C)OC(=O)OC(=O)OC(C)(C)C.C(C)(C)(C)OC(=O)O[C@H]1C([C@@H](O[C@@H]1CO)N1C(N=C(C=C1)NC(OC(C)(C)C)=O)=O)(F)F